4-chloro-N-(2-(pyridin-2-yl)pyrimidin-5-yl)benzamide ClC1=CC=C(C(=O)NC=2C=NC(=NC2)C2=NC=CC=C2)C=C1